CC=1C=C(\C=N\NC2=C3N=CN(C3=NC(=N2)N2CCOCC2)C2CCN(CC2)C)C=CC1 (E)-4-(6-(2-(3-methylbenzylidene)hydrazinyl)-9-(1-methylpiperidin-4-yl)-9H-purin-2-yl)morpholine